N-(3-bromo-4-methylphenyl)-4-ethoxy-1-(4-fluorophenyl)-2-keto-1,2-dihydropyridine-3-carboxamide BrC=1C=C(C=CC1C)NC(=O)C=1C(N(C=CC1OCC)C1=CC=C(C=C1)F)=O